3-(3,5-dimethylbenzyl)benzothiazole methyl-3-(N-(5-cyano-3-methyl-2-(piperidin-1-yl)phenyl)sulfamoyl)-4-cyclopropylbenzoate COC(C1=CC(=C(C=C1)C1CC1)S(NC1=C(C(=CC(=C1)C#N)C)N1CCCCC1)(=O)=O)=O.CC=1C=C(CN2CSC3=C2C=CC=C3)C=C(C1)C